L-glutamic acid α,γ-di(t-butyl ester) hydrochloride CC(C)(C)OC(=O)CC[C@@H](C(=O)OC(C)(C)C)N.Cl